6-oxo-6,11-dihydro-5H-dibenzo[b,e]azepine-3-carboxylic acid O=C1C2=C(CC3=C(N1)C=C(C=C3)C(=O)O)C=CC=C2